1-(7-bromo-2-mercaptobenzo[d]oxazol-4-yl)-2,2,2-trifluoroethan-1-ol BrC1=CC=C(C=2N=C(OC21)S)C(C(F)(F)F)O